ClC=1C=C(C=CC1)NS(=O)(=O)C=1C=C(C(=O)NC2=NC=CC=C2)C=CC1 3-(N-(3-chlorophenyl)sulfamoyl)-N-(pyridin-2-yl)benzamide